C(C)(C)(C)OC[C@H]1C=C([C@@H]2OC(O[C@@H]21)(C)C)C2=CC=C1C(=NC(=NN12)Cl)N[C@@H]1CCC2=CC=CC=C12 7-((3aR,4R,6aS)-4-(tert-butoxymethyl)-2,2-dimethyl-3a,6a-dihydro-4H-cyclopenta[d][1,3]dioxol-6-yl)-2-chloro-N-((R)-2,3-dihydro-1H-inden-1-yl)pyrrolo[2,1-f][1,2,4]triazin-4-amine